C12(CC3CC(CC(C1)C3)C2)CNC(=O)C=2C=C3C=CN(C3=CC2)CC2=CC(=C(C=C2)C(NO)=O)C N-(((3r,5r,7r)-adamantan-1-yl)methyl)-1-(4-(hydroxycarbamoyl)-3-methylbenzyl)-1H-indole-5-carboxamide